4-ketoazepine O=C1C=CN=CC=C1